C(CCCCCCCCCCC)OC=1C=C(C(=O)Cl)C=C(C1OCCCCCCCCCCCC)OCCCCCCCCCCCC 3,4,5-tris(dodecyloxy)benzoyl chloride